C1[C@H](CCC2=CC=CC=C12)N (S)-1,2,3,4-tetrahydronaphthalene-2-amine